tert-butyl N-[4-(4-fluorophenyl)-2-[[4-[(2-methylpyrimidin-5-yl)sulfonimidoyl]benzoyl]amino]phenyl]carbamate FC1=CC=C(C=C1)C1=CC(=C(C=C1)NC(OC(C)(C)C)=O)NC(C1=CC=C(C=C1)S(=O)(=N)C=1C=NC(=NC1)C)=O